C(C)(C)(C)OC(=O)N1C2CN(CC1C2)CC2=NC1=CC=CC=C1C(N2)=O 3-((4-oxo-3,4-dihydro-quinazolin-2-yl)methyl)-3,6-diazabicyclo[3.1.1]heptane-6-carboxylic acid tert-butyl ester